C1(CCCC1)NC(=O)NC=1C=C(C2=C(N=C(N=C2)SC)N1)C#C[Si](C(C)C)(C(C)C)C(C)C 1-cyclopentyl-3-(2-(methylthio)-5-((triisopropylsilyl)ethynyl)pyrido[2,3-d]pyrimidin-7-yl)urea